BrC1=CC(=C(C=C1F)CNC(=O)C1=CN=C(S1)C(C)(C)C)Cl N-(4-bromo-2-chloro-5-fluorophenylmethyl)-2-(tert-butyl)thiazole-5-carboxamide